CC1=CC=C(C2=C1OCC21CC1)OC=1N=CC(=NC1)N1C(NC=2C1=NC=CC2)=O 3-[5-(7-methylspiro[2H-benzofuran-3,1'-cyclopropane]-4-yl)oxypyrazin-2-yl]-1H-imidazo[4,5-b]pyridin-2-one